N-(sec-butyl)-2-methylundecane-1-imine oxide C(C)(CC)[N+](=CC(CCCCCCCCC)C)[O-]